3-(3,4-dimethoxyphenyl)-4-(4-methoxyphenyl)-8-methyl-chroman-7-ol COC=1C=C(C=CC1OC)C1COC2=C(C(=CC=C2C1C1=CC=C(C=C1)OC)O)C